2,2-dimethoxy-8-(N,N-diethylamino)methyl-1,6-dioxa-2-silacyclooctane CO[Si]1(OC(COCCC1)CN(CC)CC)OC